SCCO β-Mercapto-ethanol